FC1=C(C=CC(=C1)C(C)C)NC=1N(C(C=C2CCN(C(C12)=O)OCCO)=O)C 8-((2-fluoro-4-isopropylphenyl)amino)-2-(2-hydroxyethoxy)-7-methyl-3,4-dihydro-2,7-naphthyridine-1,6(2h,7h)-dione